O=C1OC=CC(=C1)N1CCCC1 oxo-4-(pyrrolidin-1-yl)-2H-pyran